BrC1=C(C=CC(=C1)C#N)NC(NCCCN1N=C2C=CC=CC2=C1C(=O)N)=O 2-(3-(3-(2-bromo-4-cyanophenyl)ureido)propyl)-2H-indazole-3-carboxamide